2-(2-((1r,3r)-3-fluorocyclobutyl)-2H-pyrazolo[3,4-b]pyridin-6-yl)-3-methyl-5-(trifluoromethyl)phenol FC1CC(C1)N1N=C2N=C(C=CC2=C1)C1=C(C=C(C=C1C)C(F)(F)F)O